ClC1=C(C(=O)N2CCC(CC2)C(=O)N[C@H]2CNC[C@@H]2O)C=CC(=C1)NC(=O)C=1N(C(=CN1)C1=C(C(=C(C=C1)OC(F)F)F)F)C 1-[2-chloro-4-[[5-[4-(difluoromethoxy)-2,3-difluoro-phenyl]-1-methyl-imidazole-2-carbonyl]amino]benzoyl]-N-[(3S,4S)-4-hydroxypyrrolidin-3-yl]piperidine-4-carboxamide